(E)-(dimethylamino)-4,4-dimethylpent-1-en-3-one CN(C)\C=C\C(C(C)(C)C)=O